C1(CCCCC1)C=1OC2=C(C=C(C=C2C(C1)=O)C)C(C)NC1=C(C=C(C=C1)F)C=1C=CC2=C(C=NOB2O)C1 2-cyclohexyl-8-(1-((4-fluoro-2-(1-hydroxy-1H-benzo[d][1,2,6]oxazaborinin-6-yl)phenyl)amino)ethyl)-6-methyl-4H-chromen-4-one